1-(4-((6-amino-5-cyanopyrimidin-4-yl)oxy)-2-fluorophenyl)-3-(3-(tert-butyl)-1-(4-isopropoxyphenyl)-1H-pyrazol-5-yl)urea NC1=C(C(=NC=N1)OC1=CC(=C(C=C1)NC(=O)NC1=CC(=NN1C1=CC=C(C=C1)OC(C)C)C(C)(C)C)F)C#N